C1(=CC=CC=C1)C(C1=CC=CC=C1)=NC(C(=O)OCC)C1=NC=NC(=C1)C(F)(F)F ethyl 2-((diphenylmethylene)amino)-2-(6-(trifluoromethyl)pyrimidin-4-yl)acetate